3-(3-(4-(6,8-dichloro-2-methyl-1,2,3,4-tetrahydroisoquinolin-4-yl)phenyl)ureido)propanoic acid ClC=1C=C2C(CN(CC2=C(C1)Cl)C)C1=CC=C(C=C1)NC(NCCC(=O)O)=O